C(C1=CC=CC=C1)(=O)O[C@H](C)C=1N=C(C2=CC(=NC=C2C1)NC1CCC(CC1)NC(=O)OC(C)(C)C)NC(C)C (R)-1-(7-(((1r,4R)-4-((tert-butoxycarbonyl)amino)cyclohexyl)amino)-1-(isopropylamino)-2,6-naphthyridine-3-yl)ethyl benzoate